CC=1N=CSC1[Si](C)(C)C 4-methyl-5-(trimethylsilyl)thiazole